(R)-4-(7-(3-aminopyrrolidine-1-yl)-3-(4-cyclopropylphenyl)-3H-imidazo[4,5-b]pyridine-2-yl)benzonitrile N[C@H]1CN(CC1)C1=C2C(=NC=C1)N(C(=N2)C2=CC=C(C#N)C=C2)C2=CC=C(C=C2)C2CC2